tert-butyl ((6S,9aS)-5-oxo-3-(((R)-1,2,3,4-tetrahydronaphthalen-1-yl)carbamoyl)hexahydro-2H-oxazolo[2,3-b][1,3]oxazepin-6-yl)carbamate O=C1N2[C@@H](OCC[C@@H]1NC(OC(C)(C)C)=O)OCC2C(N[C@@H]2CCCC1=CC=CC=C21)=O